C(C)OP(=O)(OC1CS(CC1F)(=O)=O)OCC 3-diethoxyphosphinyloxy-4-fluorotetrahydrothiophene-1,1-dioxide